C(C=C)(=O)N1[C@@H](CCC1)C1=NC(=C2N1C=CN=C2N)C2=CC=C(C(=O)NC1=NC=CC(=C1)CCC)C=C2 (S)-4-(3-(1-acryloylpyrrolidin-2-yl)-8-aminoimidazo[1,5-a]pyrazin-1-yl)-N-(4-propylpyridin-2-yl)benzamide